The molecule is zwitterionic form of (R)-piperazine-2-carboxylic acid having an anionic carboxy group and a protonated 1-amino group. It is a conjugate acid of a (R)-piperazine-2-carboxylate. It is a tautomer of a (R)-piperazine-2-carboxylic acid. C1CNC[C@@H]([NH2+]1)C(=O)[O-]